NC(C(=O)O)(CCCCB(O)O)CCCN1CCC(CC1)O 2-amino-6-borono-2-(3-(4-hydroxypiperidin-1-yl)propyl)hexanoic acid